1-(3-((1-(cyclopropylmethyl)-6-((5-methylthiazol-2-yl)amino)-1H-pyrrolo[3,2-c]pyridin-4-yl)oxy)azetidin-1-yl)prop-2-en-1-one C1(CC1)CN1C=CC=2C(=NC(=CC21)NC=2SC(=CN2)C)OC2CN(C2)C(C=C)=O